NC1=NC=2C=CC(=CC2C=2C1=NN(N2)C)C(=O)OC methyl 4-amino-2-methyl-2H-[1,2,3]triazolo[4,5-c]quinoline-8-carboxylate